C1(=CC=CC=C1)C1=NC(=NC(=N1)C1=CC=CC=C1)C1=C(C=C(C(=C1)C1=CC=C(C=C1)N1C2=CC=CC=C2C=2C=C(C=CC12)C)C1=CC=C(C=C1)N1C2=CC=CC=C2C=2C=C(C=CC12)C)C#N 5'-(4,6-diphenyl-1,3,5-triazin-2-yl)-4,4''-bis(3-methyl-9H-carbazol-9-yl)-[1,1':2',1''-terphenyl]-4'-carbonitrile